1-(4-(4-(4-(3-(2,4-dihydroxy-5-isopropylphenyl)-5-hydroxy-4H-1,2,4-triazol-4-yl)benzyl)piperazin-1-yl)piperidin-1-yl)ethan-1-one OC1=C(C=C(C(=C1)O)C(C)C)C1=NN=C(N1C1=CC=C(CN2CCN(CC2)C2CCN(CC2)C(C)=O)C=C1)O